C(CCC#C)(=O)N1CC(N(CC1)C(=O)OC1=CC=C(C=C1)[N+](=O)[O-])CNC(CC1=CC=CC=C1)=O 4-nitrophenyl 4-(pent-4-ynoyl)-2-((2-phenylacetamido)methyl)piperazine-1-carboxylate